1-bromo-3,6,9,12-tetraoxapentadecane-15-oic acid tert-butyl ester C(C)(C)(C)OC(CCOCCOCCOCCOCCBr)=O